butanoic acid-2,2,3,3-d4 C(C(C(C)([2H])[2H])([2H])[2H])(=O)O